N1(C=CC=2C=NC=CC21)C[C@@H]2CC[C@H](CC2)C(=O)N2OCC[C@H]2C=2C=C(C#N)C=C(C2)F trans-3-((S)-2-(4-((1H-pyrrolo[3,2-c]pyridin-1-yl)methyl)cyclohexane-1-carbonyl)isoxazolidin-3-yl)-5-fluorobenzonitrile